2,2-dimethyl-N-phenyl-propionamide CC(C(=O)NC1=CC=CC=C1)(C)C